N-(5-bromo-2-methoxypyridin-3-yl)-5-chlorothiophene-2-sulfonamide BrC=1C=C(C(=NC1)OC)NS(=O)(=O)C=1SC(=CC1)Cl